Methyl-(S,E)-(1-((1-((5,6-difluoro-1-(2-isopropoxyethyl)-1H-benzo[d]imidazol-2-yl)methyl)-2-oxo-1,2-dihydropyridin-3-yl)amino)-7-(dimethylamino)-1,7-dioxohept-5-en-2-yl)carbamat COC(N[C@H](C(=O)NC=1C(N(C=CC1)CC1=NC2=C(N1CCOC(C)C)C=C(C(=C2)F)F)=O)CC\C=C\C(=O)N(C)C)=O